3-[3-(sulfooxy)phenyl]propionic acid S(=O)(=O)(O)OC=1C=C(C=CC1)CCC(=O)O